COC(C)(C)C1CCN(CC1)C1=CC=C(C=C1)NC=1C=CC2=C(OCC(N2)=O)C1 7-((4-(4-(2-methoxypropan-2-yl)piperidin-1-yl)phenyl)amino)-2H-benzo[b][1,4]oxazin-3(4H)-one